4-[4-[7,8-Bis(ethylcarbamoyloxy)-4-oxo-chromen-2-yl]phenyl]-butyltriphenylphosphonium bromide [Br-].C(C)NC(=O)OC1=CC=C2C(C=C(OC2=C1OC(NCC)=O)C1=CC=C(C=C1)CCCC[P+](C1=CC=CC=C1)(C1=CC=CC=C1)C1=CC=CC=C1)=O